CC1CCN(CC1)C(=O)C=1C=C(C=CC1)C1=CC=C(C=C1)C(=O)N 3'-(4-methylpiperidine-1-carbonyl)-[1,1'-biphenyl]-4-carboxamide